2-aminoethyl methanthiosulfonate hydrobromide Br.CS(=O)(OCCN)=S